CC1CC=C(CC1)CCC=C(C)C 1-Methyl-4-(4-methyl-3-pentenyl)-3-cyclohexene